CO[C@@H](C(=O)O)CC1=CC=C(C=C1)N |r| (±)-2-methoxy-3-(4'-aminophenyl)propionic acid